Ammonium sulfat (R)-4,4-dimethyl-2-oxotetrahydrofuran-3-yl-(1S,2R)-1-(2-methoxy-5-methylphenyl)-2-(6-methoxy-5-methylpyridin-3-yl)cyclopropane-1-carboxylate CC1([C@H](C(OC1)=O)OC(=O)[C@@]1([C@H](C1)C=1C=NC(=C(C1)C)OC)C1=C(C=CC(=C1)C)OC)C.S(=O)(=O)([O-])[O-].[NH4+].[NH4+]